bis(dimethyl sec-butoxysilylethyl) trisulfide C[Si](OC(C)CC)(C)CCSSSCC[Si](OC(C)CC)(C)C